N-[1-(dicyclopropyl-methyl)-3-methyl-1H-pyrazol-4-yl]-2-(1H-pyrazol-4-yl)-1,3-thiazole-4-carboxamide C1(CC1)C(N1N=C(C(=C1)NC(=O)C=1N=C(SC1)C=1C=NNC1)C)C1CC1